P(OCC)([O-])=O.P(OCC)([O-])=O diethyl bisphosphonate